C(C)(C)(C)OC(=O)N1CCC(C1)(F)F 4,4-difluoropyrrolidine-1-carboxylic acid tert-butyl ester